methyl 2-(2,3-difluoro-4-methylphenyl)-5-[1-(benzenesulfonyl)-1H-pyrrolo[2,3-b]pyridin-4-yl]-1-{[2-(trimethylsilyl) ethoxy] methyl}-1H-pyrrole-3-carboxylate FC1=C(C=CC(=C1F)C)C=1N(C(=CC1C(=O)OC)C1=C2C(=NC=C1)N(C=C2)S(=O)(=O)C2=CC=CC=C2)COCC[Si](C)(C)C